(S)-5-(Azetidin-2-ylmethoxy)-N-(1-(7-(3-chloro-4-fluorophenyl)quinolin-5-yl)cyclopropyl)-2-methylbenzamide N1[C@@H](CC1)COC=1C=CC(=C(C(=O)NC2(CC2)C2=C3C=CC=NC3=CC(=C2)C2=CC(=C(C=C2)F)Cl)C1)C